F[C@H]1C[C@@H]2[C@@H]([C@@H](OC=3C=CC(=CC23)O)C2=CC=C(C=C2)O)C1 (2S,3aS,4R,9bR)-2-Fluoro-4-(4-hydroxy-phenyl)-1,2,3,3a,4,9b-hexahydro-cyclopenta[c]chromen-8-ol